N-[(1S)-2-hydroxy-1-{3-[2-(trifluoromethyl)phenyl]-1,2,4-oxadiazol-5-yl}ethyl]benzamide OC[C@@H](C1=NC(=NO1)C1=C(C=CC=C1)C(F)(F)F)NC(C1=CC=CC=C1)=O